4-iodo-1-methyl-5-[4-(trifluoromethoxy)phenyl]pyrazole IC=1C=NN(C1C1=CC=C(C=C1)OC(F)(F)F)C